C1(CC1)N1C[C@@H](N(C[C@@H]1C)C1CCN(CC1)C1=C(C=C(C(=C1)OC)NC1=NC=NC(=C1)N1OCC[C@@H]1C1=C(C=CC(=C1)F)F)NC(C=C)=O)C N-(2-(4-((2S,5S)-4-cyclopropyl-2,5-dimethylpiperazine-1-yl)piperidine-1-yl)-5-((6-((R)-3-(2,5-difluorophenyl)isoxazolidine-2-yl)pyrimidine-4-yl)amino)-4-methoxyphenyl)acrylamide